sodium palmitoyl sarcosinate ammonium lauroyl-sarcosinate C(CCCCCCCCCCC)(=O)N(C)CC(=O)[O-].[NH4+].N(C)CC(=O)OC(CCCCCCCCCCCCCCC)=O.[Na]